C1(CC1)C(=O)NC=1N=C2N(C(=CC=C2)C=2C(=CC(=C(C2)C2=CC=C(O2)P(O)(O)=O)F)O)C1 (5-(5-(2-(cyclopropanecarboxamido)imidazo[1,2-a]pyridin-5-yl)-2-fluoro-4-hydroxyphenyl)furan-2-yl)phosphonic acid